FC1=CC(=C(C=C1)C1CC(NC=2C=C3C(=CC12)OCO3)=O)OCC 8-(4-fluoro-2-ethoxyphenyl)-7,8-dihydro-[1,3]dioxolo[4,5-g]quinolin-6(5H)-one